N-(5-((cyclopropylmethylamino)(phenyl)methyl)-2-fluorophenyl)-3-(trifluoromethyl)-1H-pyrazole-5-carboxamide C1(CC1)CNC(C=1C=CC(=C(C1)NC(=O)C1=CC(=NN1)C(F)(F)F)F)C1=CC=CC=C1